6-bromo-4-fluoro-1-((2-(trimethylsilyl)ethoxy)methyl)-1H-benzo[d][1,2,3]triazole BrC=1C=C(C2=C(N(N=N2)COCC[Si](C)(C)C)C1)F